FC1(CCC(CC1)C=1N=C(SC1)C1(CCN(CC1)C(=O)[C@H]1N(C[C@]2(CCO2)CC1)C(=O)O)C(F)(F)F)F (4R,7S)-7-(4-(4-(4,4-difluorocyclohexyl)thiazol-2-yl)-4-(trifluoromethyl)piperidine-1-carbonyl)-1-oxa-6-azaspiro[3.5]nonane-6-carboxylic acid